FC1=C(C=C2C=CN(C2=C1)COCC[Si](C)(C)C)[N+](=O)[O-] 6-fluoro-5-nitro-1-((2-(trimethylsilyl)ethoxy)methyl)-1H-indole